C(C)(C)(C)OC(=O)N1N=C(C2=CC=C(C=C12)[C@@H]1C[C@@]12C(N(C1=CC=C(C=C21)OC)C(=O)OC(C)(C)C)=O)NC2=NC=NC(=C2)N2CCOCCC2 Tert-butyl (1R,2S)-2-[1-(tert-butoxycarbonyl)-3-[[6-(1,4-oxazepan-4-yl)pyrimidin-4-yl]amino]indazol-6-yl]-5'-methoxy-2'-oxospiro[cyclopropane-1,3'-indole]-1'-carboxylate